C1(=CC=CC=C1)C(C(=O)O)C(=O)O 2-phenyl-malonic acid